O1N=C(C=C1)CO isoxazol-3-ylmethanol